C(C)(C)(C)OC(=O)N[C@H](C(=O)OC(C)(C)C)CC(=C)C(N[C@@H](C(F)(F)F)C=C)=O tert-butyl (2S)-2-[(tert-butoxycarbonyl)amino]-4-{[(2R)-1,1,1-trifluorobut-3-en-2-yl]carbamoyl}pent-4-enoate